2,7-dimethylfluorene CC1=CC=2CC3=CC(=CC=C3C2C=C1)C